isononanol-d1 C(CCCCCC(C)C)O[2H]